BrC=1NC2=CC(=CC=C2C1C)C 2-bromo-3,6-dimethyl-1H-indole